CC1(CCC(CC1)NC(=O)C1=CC=2C(=CN=C(C2)C(=O)O)N1)C 2-[(4,4-dimethylcyclohexyl)carbamoyl]-1H-pyrrolo[2,3-c]pyridine-5-carboxylic acid